(S)-2-(4-(6-((6-chloro-4-methoxypyridin-3-yl)methoxy)-5-fluoropyridin-2-yl)-2,5-difluorobenzyl)-1-(4,4-dimethyltetrahydrofuran-3-yl)-1H-benzo[d]imidazole-6-carboxylic acid ClC1=CC(=C(C=N1)COC1=C(C=CC(=N1)C1=CC(=C(CC2=NC3=C(N2[C@@H]2COCC2(C)C)C=C(C=C3)C(=O)O)C=C1F)F)F)OC